4-[cyclopropyl-[4-(5,6,7,8-tetrahydro-1,8-naphthyridin-2-yl)butyl]amino]-2-[(1-phenylcyclopropanecarbonyl)amino]butanoic acid C1(CC1)N(CCC(C(=O)O)NC(=O)C1(CC1)C1=CC=CC=C1)CCCCC1=NC=2NCCCC2C=C1